5-(4-methylsulfonylphenyl)-quinazolin-2-amine CS(=O)(=O)C1=CC=C(C=C1)C1=C2C=NC(=NC2=CC=C1)N